FC1=NC(=C2N=CN(C2=N1)C1OCCC1)NC1=C(C(=C(C=C1)OC)OC)OC 2-fluoro-6-(2,3,4-trimethoxyanilino)-9-(tetrahydrofuran-2-yl)-9H-purine